N-((3-(2-(difluoromethyl)-2H-tetrazol-5-yl)-5-(4-fluorophenyl)pyridin-2-yl)methyl)acrylamide FC(N1N=C(N=N1)C=1C(=NC=C(C1)C1=CC=C(C=C1)F)CNC(C=C)=O)F